(7-(((S)-1-(1H-imidazol-1-yl)propan-2-yl)oxy)-1-(cyclopropylmethyl)-1H-indol-2-yl)-6-((S)-2-amino-3-fluoropropyl)-1-methyl-1,6,7,8-tetrahydro-5H-imidazo[4,5-g]isoquinolin-5-one N1(C=NC=C1)C[C@H](C)OC=1C=CC=C2C=C(N(C12)CC1CC1)C1=NC=2C(=CC=3CCN(C(C3C2)=O)C[C@@H](CF)N)N1C